2,7-bis(azacarbazolyl)-9,9-difluorofluorene C1(=NC=CC=2C3=CC=CC=C3NC12)C1=CC=2C(C3=CC(=CC=C3C2C=C1)C1=NC=CC=2C3=CC=CC=C3NC12)(F)F